C(#N)C1=NC2=CC(=CC(=C2N=C1OC1=CC=CC=C1)[C@@H](C)NC1=C(C(=O)O)C=CC=C1)C (R)-2-((1-(2-cyano-7-methyl-3-phenoxyquinoxalin-5-yl)ethyl)amino)-benzoic acid